3-(benzyloxy)cyclobutane-1-thiol C(C1=CC=CC=C1)OC1CC(C1)S